CN1N=C(C=C1)C1=C(C=CC=C1)N1C(N=C(C(=C1)C=O)NC1=CC=NC=C1)N1CCOCC1 3-(1-methyl-1H-pyrazol-3-ylphenyl)-2-morpholino-6-(pyridin-4-ylamino)pyrimidin-5-ylmethanone